C(C)(C)(C)OC(=O)N1CCCC(=CC1)C1=CC(=CC=2OC(OC21)(F)F)NC2=NC(=CC(=N2)C)NC 5-[2,2-difluoro-6-[[4-methyl-6-(methylamino)pyrimidin-2-yl]amino]-1,3-benzodioxol-4-yl]-2,3,4,7-tetrahydroazepine-1-carboxylic acid tert-butyl ester